C[C@H]1O[C@H](CC(C1)NC(C(C=1C=NC=CC1)N(C(=O)[C@@H]1NC[C@@H](C1)OC)C1=CC=C(C=C1)S(F)(F)(F)(F)F)=O)C (2R,4R)-N-[2-[[(2R,6S)-2,6-dimethyltetrahydropyran-4-yl]amino]-2-oxo-1-(3-pyridyl)ethyl]-4-methoxy-N-[4-(pentafluoro-λ6-sulfanyl)phenyl]pyrrolidine-2-carboxamide